methylvinylimidazoline chloride [Cl-].CC=CN1C=NCC1